CN1C(CCC1C=1C=NC=CC1)O 1-methyl-5-(3-pyridyl)pyrrolidin-2-ol